FC1(C2CN(CC12)C1=CC=CC(=N1)C1=NC2=CC(=NC=C2C=C1)CNC(C1=CC(=CC=C1)S(=O)(=O)C(F)F)=O)F N-((2-(6-(6,6-difluoro-3-azabicyclo[3.1.0]hexan-3-yl)pyridin-2-yl)-1,6-naphthyridin-7-yl)methyl)-3-((difluoromethyl)sulfonyl)benzamide